FC(C(F)(F)F)(OC1=CC=C(C=C1)N1N=C(N=C1)C1=CC=C(C=C1)NC([O-])=O)F N-[4-[1-[4-(1,1,2,2,2-pentafluoroethoxy)phenyl]-1,2,4-triazol-3-yl]phenyl]carbamate